OC(C#CC1[C@@H]2CN(C[C@H]12)C(=O)OC(C)(C)C)(C)C tert-butyl (1R,5S,6s)-6-{3-hydroxy-3-methyl-1-butyn-1-yl}-3-azabicyclo[3.1.0]hexane-3-carboxylate